2-[(benzoyloxy)imino]-1-phenylpropane C(C1=CC=CC=C1)(=O)ON=C(CC1=CC=CC=C1)C